FC=1C(=CC=2C3=C(N=C(C2C1)NC)COC[C@@H]3NC)F |r| racemic-8,9-difluoro-N1,N6-dimethyl-1,4-dihydro-2H-pyrano[3,4-c]isoquinoline-1,6-diamine